tributyl-(1-tetrahydropyran-2-ylpyrazolo[3,4-c]pyridin-4-yl)stannane C(CCC)[Sn](C1=C2C(=CN=C1)N(N=C2)C2OCCCC2)(CCCC)CCCC